FC(OC1=C(C(=CC=C1)F)C=1C=C2C(=NN(C2=CC1[N+]#[C-])COCC[Si](C)(C)C)C1=CC(=C2CCN(CC2=C1)C([2H])([2H])[2H])C)F 7-(5-(2-(difluoromethoxy)-6-fluorophenyl)-6-isocyano-1-((2-(trimethylsilyl)ethoxy)methyl)-1H-indazole-3-yl)-5-methyl-2-(methyl-d3)-1,2,3,4-tetrahydroisoquinoline